C(CCCCCCCCCCCCCCCCC)C1=C(C=CC=C1)OC(NC1=CC=CC=C1)=S N-phenylthiocarbamic acid (octadecylphenyl) ester